OCCC1(CN(C(C1)=O)C=1C=CC=2OCC(NC2N1)=O)NC(OCC1=CC=CC=C1)=O benzyl N-[3-(2-hydroxyethyl)-5-oxo-1-(3-oxo-4H-pyrido[3,2-b][1,4]oxazin-6-yl)pyrrolidin-3-yl]carbamate